ClC1C=C(C=CC1(C(=O)O)C1=N[C@H](C=2N(C3=C1C(=C(S3)C)C)C(=NN2)C)CC(=O)OC)C2=CC=CC=C2 3-chloro-4-[(6S)-6-(2-methoxy-2-oxoethyl)-2,3,9-trimethyl-6H-thieno[3,2-f][1,2,4]triazolo[4,3-a][1,4]diazepin-4-yl][1,1'-biphenyl]-4-carboxylic acid